4,5-dichloro-2-(n-octyl)-3(2H)-isothiazolone ClC=1C(N(SC1Cl)CCCCCCCC)=O